[C@@H]1([C@H](O)[C@H](O)[C@@H](CO)S1)N1C=NC=2C(N)=NC=NC12 4'-thio-adenosine